ClC1=CC(=C(C=N1)C#CNC1=CC=CC=C1)F ((6-chloro-4-fluoropyridin-3-yl)ethynyl)aniline